C(#N)C=1C=C(COC=2C(=C3CCCC3=C(C2)OCC=2C(=C(C=CC2)C2=CC=CC=C2)C)CCC(=O)N)C=CC1 ((5-((3-cyanobenzyl)oxy)-7-((2-methyl-[1,1'-biphenyl]-3-yl)methoxy)-2,3-dihydro-1H-inden-4-yl)methyl)acetamide